FC(C(=O)O)(F)F.C(C=C)(=O)NC=1C=C(C=CC1C)C1=C(NC2=NC=C(C=C21)C(=O)OC(C)C)C2=CC=C(C=C2)N2CCN(CC2)C isopropyl 3-(3-acrylamido-4-methylphenyl)-2-(4-(4-methylpiperazin-1-yl)phenyl)-1H-pyrrolo[2,3-b]pyridine-5-carboxylate 2,2,2-trifluoroacetate